O1CCC2=C1C(=CC=C2)N2CCNCC2 1-(2,3-dihydrobenzofuran-7-yl)piperazine